N-({2-[5-Fluoro-2-(2H-1,2,3-triazol-2-yl)benzoyl]-4-methyl-2-azabicyclo[3.1.1]heptan-3-yl}methyl)-5-(trifluoromethyl)pyridin-2-amin FC=1C=CC(=C(C(=O)N2C3CC(C(C2CNC2=NC=C(C=C2)C(F)(F)F)C)C3)C1)N1N=CC=N1